C(C)(C)(C)OC(=O)N1CCC(CC1)CCO 4-(2-hydroxy-ethyl)-piperidine-1-carboxylic acid tert-butyl ester